NC1CCCC2=CC=CC=C12 cis-4-aminotetralin